3-(8-chloronaphthalen-1-yl)-8-((2s,5s)-2,5-dimethylpiperazin-1-yl)-2-methyl-6-(((S)-1-methylpyrrolidin-2-yl)methoxy)pyrimido[5,4-d]pyrimidin-4(3H)-one ClC=1C=CC=C2C=CC=C(C12)N1C(=NC2=C(C1=O)N=C(N=C2N2[C@H](CN[C@H](C2)C)C)OC[C@H]2N(CCC2)C)C